difluoro-di-iso-propylaminomethyl-silane F[SiH](CN(C(C)C)C(C)C)F